5-[6-[4-[2-(aminomethyl)-3,3-difluoro-allyl]-5-oxo-tetrazol-1-yl]-5-methyl-2-pyridinyl]-1-ethyl-pyridin-2-one NCC(CN1N=NN(C1=O)C1=C(C=CC(=N1)C=1C=CC(N(C1)CC)=O)C)=C(F)F